C(CCCCC)C1=C(CCO1)C 5-Hexyldihydro-4-methylfuran